O=C1NC(CCC1N1C(C2=CC=CC(=C2C1=O)NCC1=CC=C(CN2CCN(CC2)C2=NC=C(C#N)C=C2)C=C1)=O)=O 6-(4-(4-((2-(2,6-dioxopiperidin-3-yl)-1,3-dioxoisoindolin-4-ylamino)methyl)benzyl)piperazin-1-yl)nicotinonitrile